ClC=1C=C(C=C(C1)Cl)C=1C(=CC=C2C(=C(C=NC12)NC(=O)C1CCOC2=CC=CC=C12)CC)F N-(8-(3,5-dichlorophenyl)-4-ethyl-7-fluoroquinolin-3-yl)chromane-4-carboxamide